rel-(S,Z)-6-((amino(methylamino)methylene)amino)-N-(1-(3-fluoropyridin-2-yl)ethyl)-N-((5-(trifluoromethyl)pyridin-2-yl)methyl)nicotinamide N/C(/NC)=N/C1=NC=C(C(=O)N(CC2=NC=C(C=C2)C(F)(F)F)[C@@H](C)C2=NC=CC=C2F)C=C1 |o1:23|